COC(=O)C=1C=NC(=CC1C(=O)OC)Cl 6-chloropyridine-3,4-dicarboxylic acid 3,4-dimethyl ester